(R)-3-(1-aminoethyl)-5-chloropyridin-2-amine dihydrochloride Cl.Cl.N[C@H](C)C=1C(=NC=C(C1)Cl)N